2-amino-7-cyclopentyl-4-(benzylamino)-7H-pyrrolo[2,3-d]pyrimidine-6-carboxylic acid benzyl ester C(C1=CC=CC=C1)OC(=O)C1=CC2=C(N=C(N=C2NCC2=CC=CC=C2)N)N1C1CCCC1